C[C@H]1[N+]2(CCCC2)[C@H](CCC1)C (6R,10S)-6,10-dimethyl-5-azoniaspiro[4.5]decane